C(C)(C)OC1=CC=2N(C=C1C(NC1=NN(C=C1)C)=O)C=C(N2)C2CCN(CC2)C(=O)OC(C)(C)C Tert-butyl 4-[7-isopropoxy-6-[(1-methylpyrazol-3-yl)carbamoyl]imidazo[1,2-a]pyridin-2-yl]piperidine-1-carboxylate